CCO/N=C(/C1=NSC(=N1)NP(=O)(O)O)\\C(=O)N[C@H]2[C@@H]3N(C2=O)C(=C(CS3)SC4=NC(=CS4)C5=CC=[N+](C=C5)C)C(=O)[O-].CC(=O)O The molecule is an acetate salt obtained by reaction of ceftaroline fosamil with one equivalent of acetic acid. A prodrug for ceftaroline, used for the treatment of adults with acute bacterial skin and skin structure infections. It has a role as an antibacterial drug, an antimicrobial agent and a prodrug. It contains a ceftaroline fosamil.